ethyl-diethanolamine C(C)N(CCO)CCO